FC1(CCC(CC1)CCN1N=CC(=C1)N1CC=NC2=CC=C(C=C12)OC=1C=CC2=C(NC(=N2)C)C1)F 1-[(1R)-1-(4,4-difluorocyclohexyl-ethyl)-1H-pyrazol-4-yl]-7-[(2-methyl-1H-1,3-benzodiazol-6-yl)oxy]quinoxaline